bis(1-naphthyl)-N,N'-bis-(phenyl)p-diaminobiphenyl C1(=CC=CC2=CC=CC=C12)C=1C(C(C=CC1NC1=CC=CC=C1)(C1=CC=CC=C1)NC1=CC=CC=C1)C1=CC=CC2=CC=CC=C12